2-{6-Cyclopropyl-4-[2-(4-methyl-1,2,4-triazol-3-yl)phenyl]pyridin-2-yl}-6-(1-{[(1-hydroxycyclobutyl)methyl]amino}ethyl)-4-(trifluoromethyl)-3H-isoindol-1-one C1(CC1)C1=CC(=CC(=N1)N1C(C2=CC(=CC(=C2C1)C(F)(F)F)C(C)NCC1(CCC1)O)=O)C1=C(C=CC=C1)C1=NN=CN1C